ClC=1C=CC2=C(N=C(O2)C2CC3(CC(C3)NC(=O)C3=CC(=NC=C3)C(NO)=N)C2)C1 N-[6-(5-chloro-1,3-benzoxazol-2-yl)spiro[3.3]heptan-2-yl]-2-(N-hydroxycarbamimidoyl)pyridine-4-carboxamide